4-[7-[[1-(cyanomethyl)-2-piperidyl]methoxy]imidazo[1,2-a]pyridin-3-yl]-N-cyclopropyl-2-(difluoromethoxy)-6-methoxy-benzamide C(#N)CN1C(CCCC1)COC1=CC=2N(C=C1)C(=CN2)C2=CC(=C(C(=O)NC1CC1)C(=C2)OC)OC(F)F